1,3-bis({[1-(4-chloro-3-fluorophenyl)-1H-1,2,4-triazol-5-yl]methyl})-1-ethylurea ClC1=C(C=C(C=C1)N1N=CN=C1CN(C(=O)NCC1=NC=NN1C1=CC(=C(C=C1)Cl)F)CC)F